3-(azetidin-1-yl)-5-bromopyridine N1(CCC1)C=1C=NC=C(C1)Br